BrC1=C2C=CNC2=CC(=C1SC=1C=CC(=C(C(N)=S)C1)F)F 5-((4-bromo-6-fluoro-1H-indol-5-yl)thio)-2-fluorobenzothioamide